O=C1NC(CCC1C=1C=C2CCCN(C2=CC1)CC1CCN(CC1)C(=O)OCCCC)=O butyl 4-((6-(2,6-dioxopiperidin-3-yl)-3,4-dihydroquinolin-1(2H)-yl)methyl)piperidine-1-carboxylate